FC(COC1=NC(=CC=C1C#N)C)(C)F 2-(2,2-difluoropropoxy)-6-methylpyridine-3-carbonitrile